C(CCCCCC)N1C=CC(C=C1)=C1C=CN(C=C1)CCCCCCC 1,1'-diheptyl-[4,4'-bipyridine]